3,5-difluoro-N-(3-(2-(pyridin-2-yl)vinyl)-1-(tetrahydro-2H-pyran-2-yl)-1H-indazol-5-yl)benzenesulfonamide FC=1C=C(C=C(C1)F)S(=O)(=O)NC=1C=C2C(=NN(C2=CC1)C1OCCCC1)C=CC1=NC=CC=C1